ClC1=C(OC(C)C2CNC2)C=CC(=C1)F 3-[1-(2-Chloro-4-fluoro-phenoxy)ethyl]azetidine